[OH-].C(CCCCCCCCCCC)C1=NC=CC=C1 dodecyl-pyridine hydroxide